1-octadecanoyl-2-hexadecanoyl-glycero-3-phospho-(1'-sn-glycerol) CCCCCCCCCCCCCCCCCC(=O)OC[C@H](COP(=O)(O)OC[C@H](CO)O)OC(=O)CCCCCCCCCCCCCCC